3-(5-(2-(4-((((3s,5s,7s)-adamantan-1-yl)amino)methyl)piperazin-1-yl)ethyl)-2-methyl-4-oxoquinazolin-3(4H)-yl)piperidine-2,6-dione C12(CC3CC(CC(C1)C3)C2)NCN2CCN(CC2)CCC2=C3C(N(C(=NC3=CC=C2)C)C2C(NC(CC2)=O)=O)=O